C1=CC=CC=2C3=CC=CC=C3C(C12)CN1C=NC=C1 1-((9H-fluoren-9-yl)methyl)-1H-imidazole